N-(6,6-Difluorospiro[3.3]heptan-2-yl)-6-(6-(4-methoxypyridin-3-yl)-4-methyl-1H-pyrazolo[4,3-c]pyridin-1-yl)-4-((2R,3S)-2-methyl-3-((methylsulfonyl)methyl)azetidin-1-yl)pyridin-2-amine FC1(CC2(CC(C2)NC2=NC(=CC(=C2)N2[C@@H]([C@H](C2)CS(=O)(=O)C)C)N2N=CC=3C(=NC(=CC32)C=3C=NC=CC3OC)C)C1)F